((6-(isopropyl(methyl)amino)-2-(6-(5-methyl-4-phenyl-4H-1,2,4-triazol-3-yl)pyridine-2-yl)-1-oxo-2,3-dihydro-1H-pyrrolo[3,4-c]pyridin-4-yl)methyl)(methyl)carbamate C(C)(C)N(C1=CC2=C(C(=N1)COC(NC)=O)CN(C2=O)C2=NC(=CC=C2)C2=NN=C(N2C2=CC=CC=C2)C)C